(R)-3-methyl-4-(4-(2-methyl-4-(methylsulfonyl)phenyl)-7-(1H-pyrazol-5-yl)imidazo[1,5-b]pyridazin-2-yl)morpholine C[C@H]1N(CCOC1)C=1C=C(C=2N(N1)C(=NC2)C2=CC=NN2)C2=C(C=C(C=C2)S(=O)(=O)C)C